N-((2-(4-(difluoromethyl)-6-((cis)-2,6-dimethylmorpholino)pyridin-2-yl)-1,6-naphthyridin-7-yl)methyl)-4-methyl-3-(methylsulfonyl)benzamide FC(C1=CC(=NC(=C1)N1C[C@@H](O[C@@H](C1)C)C)C1=NC2=CC(=NC=C2C=C1)CNC(C1=CC(=C(C=C1)C)S(=O)(=O)C)=O)F